4-(4-(Cyclobutylmethyl)-2,6-dihydroxyphenyl)-1-ethyl-5-methylindolin-2-one C1(CCC1)CC1=CC(=C(C(=C1)O)C1=C2CC(N(C2=CC=C1C)CC)=O)O